C(CCC)(=O)[O-] butyric acid anion